COC1=C(C=CC(=C1)C1=NOC(=N1)C)C1=NC=C(C(=O)Cl)C=C1 6-(2-methoxy-4-(5-methyl-1,2,4-oxadiazol-3-yl)phenyl)nicotinoyl chloride